CC1=CN=CC=2N=C(NC(C21)=O)C2=CC=NC=C2 5-methyl-2-(pyridin-4-yl)pyrido[3,4-d]pyrimidin-4(3H)-one